4-(9-bromo-10-(2,4-difluorophenyl)-5-oxo-2,3-dihydro-5H-[1,4]thiazino[2,3,4-ij]quinazolin-7-yl)-3-methylpiperazine-1-carboxylate BrC=1C=C2C(=NC(N3C2=C(C1C1=C(C=C(C=C1)F)F)SCC3)=O)N3C(CN(CC3)C(=O)[O-])C